2-((4-((6-((4-cyano-2-fluorophenoxy)methyl)pyridin-2-yl)methyl)piperazin-1-yl)methyl)-1-((1-ethyl-1H-imidazol-5-yl)methyl)-1H-benzo[d]imidazole-6-carboxylic acid C(#N)C1=CC(=C(OCC2=CC=CC(=N2)CN2CCN(CC2)CC2=NC3=C(N2CC2=CN=CN2CC)C=C(C=C3)C(=O)O)C=C1)F